1,2,3,4,5,6-hexahydroxy-n-hexane OCC(C(C(C(CO)O)O)O)O